N-(2-acetyl-6-chloro-phenyl)-2,2,2-trichloroacetamide C(C)(=O)C1=C(C(=CC=C1)Cl)NC(C(Cl)(Cl)Cl)=O